CC1=CC(=NC=C1C(C)C)N 4-methyl-5-(propan-2-yl)pyridin-2-amine